((6-chloropyridin-3-yl)oxy)cyclohexan-1-amine ClC1=CC=C(C=N1)OC1(CCCCC1)N